[Ti].[IH]1[IH][IH]C=C1 triiodolene titanium